4-chloro-3-[bromo(phenyl)methyl]benzonitrile ClC1=C(C=C(C#N)C=C1)C(C1=CC=CC=C1)Br